tert-butyl 2-(4-(2-(4-(4-(((2-(2,6-dioxopiperidin-3-yl)-1,3-dioxoisoindolin-4-yl)amino)methyl)-1H-pyrazol-1-yl)piperidin-1-yl)-2-oxoethyl)piperidin-1-yl)acetate O=C1NC(CCC1N1C(C2=CC=CC(=C2C1=O)NCC=1C=NN(C1)C1CCN(CC1)C(CC1CCN(CC1)CC(=O)OC(C)(C)C)=O)=O)=O